{11-[2,3-Difluoro-4-(4-pentylcyclohexyl)phenoxy]undecyl}phosphinic acid FC1=C(OCCCCCCCCCCCP(O)=O)C=CC(=C1F)C1CCC(CC1)CCCCC